COC([C@@H](NC(=O)OC(C)(C)C)CC1=CC=C(C=C1)OC)=O N-Boc-O-methyl-L-Tyrosine methyl ester